4-[3-(2-nitro-1-imidazolyl)-propylamino]-7-chloroquinoline hydrochloride Cl.[N+](=O)([O-])C=1N(C=CN1)CCCNC1=CC=NC2=CC(=CC=C12)Cl